C(C)N1CCN(CC1)CC=1C=CC(=NC1)N 5-(4-ethyl-piperazin-1-ylmethyl)-pyridin-2-ylamine